2-(6-(((1R,3S,5S)-8-azabicyclo[3.2.1]octan-3-yl)(methyl)amino)pyridazin-3-yl)-5-(2H-1,2,3-triazol-2-yl)phenol [C@H]12CC(C[C@H](CC1)N2)N(C2=CC=C(N=N2)C2=C(C=C(C=C2)N2N=CC=N2)O)C